C(C)(C)(C)OC(=O)N1C[C@@H]([C@H](CC1)C1=CC=C(C=C1)Br)F (3R,4R)-4-(4-bromophenyl)-3-fluoro-piperidine-1-carboxylic acid tert-butyl ester